2-[(1Z)-5-fluoro-1-{[4-(2-fluoropropan-2-yl)phenyl]methylidene}-2-methyl-1H-inden-3-yl]acetic acid FC=1C=C2C(=C(/C(/C2=CC1)=C/C1=CC=C(C=C1)C(C)(C)F)C)CC(=O)O